The molecule is a docosanoid that is (7R,17S)-dihydroxy-(4Z,9,11,13Z,15E,19Z)-docosahexaenoic acid in which a glutathionyl group is attached at position 8S via a sulfide linkage. An intermediate of specialised proresolving mediators. It has a role as a specialised pro-resolving mediator and a human xenobiotic metabolite. It is a docosanoid, a glutathione conjugate, an organic sulfide, a tricarboxylic acid and a secondary allylic alcohol. It is a conjugate acid of an (8S)-glutathionyl-(7R,17S)-dihydroxy-(4Z,9,11,13Z,15E,19Z)-docosahexaenoate(2-). CC/C=C\\C[C@@H](/C=C/C=C\\C=CC=C[C@@H]([C@@H](C/C=C\\CCC(=O)O)O)SC[C@@H](C(=O)NCC(=O)O)NC(=O)CC[C@@H](C(=O)O)N)O